BrC1=CC2=C(N(C(N2CC2=CC=C(C=C2)C=2OC(=NN2)C(F)F)=O)C2CCNCC2)C=C1 5-Bromo-3-(4-(5-(difluoromethyl)-1,3,4-oxadiazol-2-yl)benzyl)-1-(piperidin-4-yl)-1,3-dihydro-2H-benzo[d]imidazol-2-one